FC(C=1C=C2C(=NC1)C(COC2)NC(OC(C)(C)C)=O)(F)F tert-butyl (3-(trifluoromethyl)-7,8-dihydro-5H-pyrano[4,3-b]pyridin-8-yl)carbamate